C(C)OC(C1=NNC(=C1)C=1C=CC(=NC1)N1C[C@H](CC1)F)OCC (S)-5-(3-(diethoxymethyl)-1H-pyrazol-5-yl)-2-(3-fluoropyrrolidin-1-yl)pyridine